FC(C=1C(=C(C=CC1)[C@@H](C)NC1=CC=NC2=CC=C(C=C12)[C@@]1(CN(CC1)C(C)=O)OC([2H])([2H])[2H])F)F 1-((S)-3-(4-(((R)-1-(3-(difluoromethyl)-2-fluorophenyl)ethyl)amino)quinolin-6-yl)-3-(methoxy-d3)pyrrolidin-1-yl)ethan-1-one